N-{(S)-3-methyl-1-carbonyl-1-{{(S)-1-carbonyl-1-{{(S)-1-carbonyl-3-[(S)-2-carbonylpyrrolidin-3-yl]propan-2-yl}amino}-3-phenylpropan-2-yl}amino}butan-2-yl}benzothiophene-2-carboxamide CC([C@@H](C(N[C@H](C(N[C@H](C=C=O)C[C@H]1C(NCC1)=C=O)=C=O)CC1=CC=CC=C1)=C=O)NC(=O)C=1SC2=C(C1)C=CC=C2)C